p-aminoethyl-benzenesulfonic acid NCCC1=CC=C(C=C1)S(=O)(=O)O